C(N)(=N)C=1C=C(SC1)CNC(=O)[C@H]1N(CC2(OCCO2)C1)C(CNC(=O)C=1OC(=CC1)C1=C(C=C(C=C1)F)F)=O (S)-N-((4-carbamimidoylthiophen-2-yl)methyl)-7-((5-(2,4-difluorophenyl)furan-2-carbonyl)glycyl)-1,4-dioxa-7-azaspiro[4.4]nonane-8-carboxamide